2-(2-(4-amino-1,2,5-oxadiazol-3-yl)-1H-benzo[d]imidazol-1-yl)-N-(3,4,5-trimethoxyphenyl)acetamide NC=1C(=NON1)C1=NC2=C(N1CC(=O)NC1=CC(=C(C(=C1)OC)OC)OC)C=CC=C2